ClC1=C(C(=O)O)C(=CC(=C1)C(N(C)CC1=CC(=CC=C1)Cl)=O)Cl 2,6-dichloro-4-((3-chlorophenylmethyl)(methyl)carbamoyl)benzoic acid